COC1=C(OC2CCN(CC2)C(=O)OC(C)(C)C)C=CC(=C1)B1OC(C(O1)(C)C)(C)C tert-butyl 4-(2-methoxy-4-(4,4,5,5-tetramethyl-1,3,2-dioxaborolan-2-yl)phenoxy)piperidine-1-carboxylate